BrC1=C2C(CCC3=CC(=C(C(C=C1O)=C32)O)Br)(C)C 4,8-dibromo-3,3-dimethyl-2,3-dihydro-1H-phenalene-5,7-diol